[Cl-].FC(C1=CC=C(C=C1)C1=C2C=CC(C(=C3C=CC(=C(C=4C=CC(=C(C5=CC=C1N5)C5=CC=C(C=C5)C(F)(F)F)N4)C4=CC=C(C=C4)C(F)(F)F)N3)C3=CC=C(C=C3)C(F)(F)F)=N2)(F)F.[Fe+3].[Cl-].[Cl-] iron (III) tetrakis(4-trifluoromethylphenyl)porphyrin chloride